ClC1=CC=C(OCC(C(=O)O)(C)C)C=C1 3-(4-chlorophenoxy)-2,2-dimethylpropionic acid